but-3-yn-1-yl-methanesulfonic acid C(CC#C)CS(=O)(=O)O